ClC1=NC2=C(N1C1=NN=NN1C)C=CC=C2 2-chloro-1-(1-methyl-1H-tetrazol-5-yl)-1H-benzo[d]Imidazole